FC1=CC=C(C=C1)CCNC=1C(N(C(C1C1=C(NC2=CC=CC=C12)C)=O)C)=O 3-(4-Fluorophenylethylamino)-1-methyl-4-(2-methyl-1H-indole-3-yl)-1H-pyrrole-2,5-dione